5-bromo-3-((1-(((tert-butyldiphenylsilyl)oxy)methyl)cyclobutyl)methyl)-1H-indole BrC=1C=C2C(=CNC2=CC1)CC1(CCC1)CO[Si](C1=CC=CC=C1)(C1=CC=CC=C1)C(C)(C)C